sulfonium germanium [Ge+2].[SH3+]